BrC1=CC=C(C=C1)OCC(CCC(CC(C)(C)C)C)C(C)CC(C)(C)C 1-bromo-4-((2-(4,4-dimethylpentan-2-yl)-5,7,7-trimethyloctyl)oxy)-benzene